1-(5-nitropyrimidin-2-yl)-1,2,3,6-tetrahydropyridine-4-carboxylic acid methyl ester COC(=O)C=1CCN(CC1)C1=NC=C(C=N1)[N+](=O)[O-]